C(C)(C)C1=C(OC=2C(=NC(=NC2)N)N)C=C(C(=C1)OC)C1=CC=NO1 5-(2-Isopropyl-5-isoxazol-5-yl-4-methoxy-phenoxy)-pyrimidine-2,4-diamine